Isothiocyanoamide N(=C=S)[NH-]